N1(N=CC=C1)C1=CN=CC(=N1)C=1N=NN(C1)C(C)C1=CC=C(C=N1)N1C[C@@H](CCC1)NCC1CCC1 (3R)-1-(6-(1-(4-(6-(1H-pyrazol-1-yl)pyrazin-2-yl)-1H-1,2,3-triazol-1-yl)ethyl)pyridin-3-yl)-N-(cyclobutylmethyl)piperidin-3-amine